Tert-butyl hexane-2-carboxylate CC(CCCC)C(=O)OC(C)(C)C